3-(6-(4-((4-(2-(6,6-dimethyl-4,5,6,7-tetrahydro-1H-indazol-3-yl)-1H-indole-6-carbonyl)-2,2-dimethylpiperazin-1-yl)methyl)piperidin-1-yl)pyridin-3-yl)piperidine-2,6-dione CC1(CCC=2C(=NNC2C1)C=1NC2=CC(=CC=C2C1)C(=O)N1CC(N(CC1)CC1CCN(CC1)C1=CC=C(C=N1)C1C(NC(CC1)=O)=O)(C)C)C